tert-butyl (2R,5S)-4-(6-chloro-1-(4-chloro-1-isopropylpyrimidin-5-yl)-7-(2-fluorophenyl)-2-oxo-1,2-dihydropyrido[2,3-d]pyrimidin-4-yl)-2,5-dimethylpiperazine-1-carboxylate ClC1=CC2=C(N(C(N=C2N2C[C@H](N(C[C@@H]2C)C(=O)OC(C)(C)C)C)=O)C=2C(=NCN(C2)C(C)C)Cl)N=C1C1=C(C=CC=C1)F